[Si](C1=CC=CC=C1)(C1=CC=CC=C1)(C(C)(C)C)O[C@@H]1[C@](COC1)(CC)N1[C@H](CNCC1)C (S)-1-((3R,4R)-4-((tert-butyldiphenylsilyl)oxy)-3-ethyltetrahydrofuran-3-yl)-2-methylpiperazine